BrC1=C(C=2C3=C(C=NN3C)C3(CCC3)NC2C(=C1)F)C 8-bromo-6-fluoro-1,9-dimethyl-spiro[5H-pyrazolo[4,3-c]quinoline-4,1'-cyclobutane]